BrC1=CC(=C(C(=O)OC)C=C1F)C(C)(C)C#N methyl 4-bromo-2-(2-cyanopropan-2-yl)-5-fluorobenzoate